2-(2-{[(tert-butoxy)carbonyl]amino}ethyl)-1,3-thiazole-5-carboxylic acid C(C)(C)(C)OC(=O)NCCC=1SC(=CN1)C(=O)O